N-[(1R)-1-[4-Methoxy-3-(1H-pyrazol-4-yl)phenyl]ethyl]-2-methyl-5-(4-methylpiperazin-1-yl)benzamide COC1=C(C=C(C=C1)[C@@H](C)NC(C1=C(C=CC(=C1)N1CCN(CC1)C)C)=O)C=1C=NNC1